C1(CC1)C=1C=C(C=2N(C1)C=C(N2)COC2=CC(=CC(=N2)NC(=O)[C@@H]2[C@H](C2)C2=NC=CC(=N2)C)OC)N2C(N(C(C2)=O)C)=O (1S,2S)-N-(6-((6-cyclopropyl-8-(3-methyl-2,4-dioxoimidazolidin-1-yl)imidazo[1,2-a]pyridin-2-yl)methoxy)-4-methoxypyridin-2-yl)-2-(4-methyl-pyrimidin-2-yl)cyclopropane-1-carboxamide